1-(10-(9H-fluoren-9-yl)-5,8-dioxo-2,9-dioxa-4,7-diazadecyl)cyclobutane-1-carboxylic acid C1=CC=CC=2C3=CC=CC=C3C(C12)COC(NCC(NCOCC1(CCC1)C(=O)O)=O)=O